3-(4-chloro-7-methyl-5-{4-[(6-methylpyridin-2-yl)oxy]phenyl}-7H-pyrrolo[2,3-d]pyrimidin-6-yl)-3-fluoropyrrolidine-1-carboxylic acid tert-butyl ester C(C)(C)(C)OC(=O)N1CC(CC1)(F)C1=C(C2=C(N=CN=C2Cl)N1C)C1=CC=C(C=C1)OC1=NC(=CC=C1)C